1-(2-chloroethyl)-1,2,4-triazole ClCCN1N=CN=C1